FS(C1=CC=C(C=C1)B(O)O)(F)(F)(F)F (4-(pentafluoro-lambda6-sulfanyl)phenyl)boronic acid